2-methylpropan-2-yl-({4-[6-bromo-2-chloro-8-fluoro-4-(6-hydroxy-6-methyl-1,4-oxazepan-4-yl)quinazolin-7-yl]-3-cyanobenzo[b]thiophen-2-yl}amino)methane CC(C)(C)CNC1=C(C2=C(S1)C=CC=C2C2=C(C=C1C(=NC(=NC1=C2F)Cl)N2CCOCC(C2)(C)O)Br)C#N